COCCN(S(=O)(=O)Cl)CCOC N,N-bis(2-methoxyethyl)sulfamoyl chloride